S1C(=NC2=C1C=CC=C2)NC(=O)C=2C=CC=C1CCN(CC21)C2=CC=C(C(=N2)C(=O)O)C=2C=NN(C2C)CC2(OC(CCC2)(C)C)C 6-[8-(1,3-benzothiazol-2-ylcarbamoyl)-3,4-dihydroisoquinolin-2(1H)-yl]-3-{5-methyl-1-[(2,6,6-trimethyltetrahydro-2H-pyran-2-yl)methyl]-1H-pyrazol-4-yl}pyridine-2-carboxylic acid